Didodecyl-ethane C(CCCCCCCCCCC)C(C)CCCCCCCCCCCC